N2-(4-(3,8-diazabicyclo[3.2.1]octan-8-yl)phenyl)-N4-(2-(6-methylpyridin-2-yl)pyrimidin-4-yl)pyrimidine-2,4-diamine C12CNCC(CC1)N2C2=CC=C(C=C2)NC2=NC=CC(=N2)NC2=NC(=NC=C2)C2=NC(=CC=C2)C